O=C1CCC(N1C1=C(C=CC=C1)C)CC#N 2-(5-oxo-1-(o-tolyl)pyrrolidin-2-yl)acetonitrile